C1(=CC=CC=C1)N(C([S-])=S)C1=CC=CC=C1 di-phenyldithiocarbamat